(2-benzyloxyphenyl)methyl-[2-[(2R,3R,4S,5S,6R)-3,4,5-tribenzyloxy-6-phenoxy-tetrahydropyran-2-yl]ethyl]phosphinic acid C(C1=CC=CC=C1)OC1=C(C=CC=C1)CP(O)(=O)CC[C@H]1O[C@@H]([C@H]([C@H]([C@@H]1OCC1=CC=CC=C1)OCC1=CC=CC=C1)OCC1=CC=CC=C1)OC1=CC=CC=C1